D-fructose 5-phosphate P(=O)(O)(O)O[C@@H]([C@H]([C@@H](C(CO)=O)O)O)CO